3-(1-oxo-5-((2-(3-(quinolin-7-yl)azetidin-1-yl)cyclohexyl)-oxy)isoindolin-2-yl)piperidine-2,6-dione O=C1N(CC2=CC(=CC=C12)OC1C(CCCC1)N1CC(C1)C1=CC=C2C=CC=NC2=C1)C1C(NC(CC1)=O)=O